CN(C)\C=C\1/N(CCC(C1=O)C)C(=O)OC(C)(C)C tert-butyl (Z)-2-((dimethylamino)methylene)-4-methyl-3-oxopiperidine-1-carboxylate